chloro-1-methyl-1H-pyrrolo[2,3-b]pyridine ClC1=CC=2C(=NC=CC2)N1C